5-methyl-3-(trifluoromethyl)-5a,6,8,9-tetrahydroimidazo[1,2-a:4,5-b']dipyrazin CN1C2N(CCNC2)C=2C1=NC(=CN2)C(F)(F)F